N1=C2C(=NC3=CC=CC=C13)O2 1,4-naphthyridinediyl ether